2-[[(1R)-1-[2-[3-(1-Cyano-1-methyl-ethyl)phenyl]-3,6-dimethyl-4-oxo-chromen-8-yl]ethyl]amino]benzoic acid C(#N)C(C)(C)C=1C=C(C=CC1)C=1OC2=C(C=C(C=C2C(C1C)=O)C)[C@@H](C)NC1=C(C(=O)O)C=CC=C1